[3-[(4-methoxyphenyl)methyl]Imidazol-4-yl]Cyclopropanecarboxylic acid COC1=CC=C(C=C1)CN1C=NC=C1C1(CC1)C(=O)O